5-azaspiro[3.4]octan-1-amine C1(CCC12NCCC2)N